CN(CCCNC(=O)C=1N=C(SC1CCC(C)C)NC(=O)C=1N(C=C(C1)NC(C1=CC=C(C=C1)\C=C\C1=CC=C(C=C1)C(F)(F)F)=O)C)C (E)-N-(3-(dimethylamino)propyl)-5-isopentyl-2-(1-methyl-4-(4-(4-(trifluoromethyl)styryl)benzamido)-1H-pyrrole-2-carboxamido)thiazole-4-carboxamide